4-((2-methoxy-ethyl)amino)-2-((4-(morpholine-4-carbonyl)-2,3-dihydrobenzo-furan-7-yl)amino)-7H-pyrrolo[2,3-d]pyrimidine-5-carbonitrile COCCNC=1C2=C(N=C(N1)NC1=CC=C(C=3CCOC31)C(=O)N3CCOCC3)NC=C2C#N